1'-(6-amino-5-((2-amino-3-chloropyridin-4-yl)thio)pyrazin-2-yl)-5,7-dihydro-1H-spiro[cyclopenta[f]indole-6,4'-piperidin]-7-amine NC1=C(N=CC(=N1)N1CCC2(CC1)C(C1=C(C=C3C=CNC3=C1)C2)N)SC2=C(C(=NC=C2)N)Cl